C(C#CC)N1C(CCC1)C=1C=C(C=C2C=NC=NC12)C1=CC=C(C(=O)NC2=CC=CC=C2)C=C1 4-(8-(1-(but-2-ynyl)pyrrolidin-2-yl)quinazolin-6-yl)-N-phenylbenzamide